C1(=CC=CC=C1)N=O N-phenylketoamine